6'-(2-(1-(Cyclopropylsulfonyl)-1H-pyrazol-4-yl)pyrimidin-4-yl)-N4'-((1s,4s)-4-fluorocyclohexyl)-5-((1-methylpiperidin-4-yl)oxy)-[2,3'-bipyridine]-4',6'-diamine C1(CC1)S(=O)(=O)N1N=CC(=C1)C1=NC=CC(=N1)C1(C=C(C(=CN1)C1=NC=C(C=C1)OC1CCN(CC1)C)NC1CCC(CC1)F)N